N-(3-(2-(2-Chloropyrimidin-4-yl)acetyl)-2-fluorophenyl)-2-fluoro-6-(trifluoromethyl)-benzenesulfonamide ClC1=NC=CC(=N1)CC(=O)C=1C(=C(C=CC1)NS(=O)(=O)C1=C(C=CC=C1C(F)(F)F)F)F